p-Methylstyrol CC1=CC=C(C=C)C=C1